4-(5-chloropentyloxy)benzoyl chloride ClCCCCCOC1=CC=C(C(=O)Cl)C=C1